6-[4-[acetyl-(methyl)amino]-3-cyano-phenyl]-N-[(2-methyl-3-pyridinyl)methyl]pyridine-3-carboxamide C(C)(=O)N(C1=C(C=C(C=C1)C1=CC=C(C=N1)C(=O)NCC=1C(=NC=CC1)C)C#N)C